3-(1'-methyl-3-oxo-2,3-dihydrospiro[indene-1,4'-piperidin]-6-yl)-N-(1-(1-methylpiperidin-4-yl)-1H-pyrazol-4-yl)-1H-pyrrolo[2,3-b]pyridine-5-carboxamide CN1CCC2(CC1)CC(C1=CC=C(C=C12)C1=CNC2=NC=C(C=C21)C(=O)NC=2C=NN(C2)C2CCN(CC2)C)=O